3-(2,5-dioxo-2,5-dihydro-1H-pyrrol-1-yl)azetidine-3-carboxylic acid O=C1N(C(C=C1)=O)C1(CNC1)C(=O)O